N-(2-chloro-3'-(5-formyl-6-methoxypyridin-2-yl)-2'-methyl-[1,1'-biphenyl]-3-yl)-1,5-dimethyl-4,5,6,7-tetrahydro-1H-imidazo[4,5-c]pyridine-2-carboxamide ClC1=C(C=CC=C1NC(=O)C=1N(C2=C(CN(CC2)C)N1)C)C1=C(C(=CC=C1)C1=NC(=C(C=C1)C=O)OC)C